OC=1C(=NC=CC1NC=1C(C(C1NC1C(CCC=2C=C(OC21)C)(C)C)=O)=O)C2=CN=CN2C 3-((3-hydroxy-2-(1-methyl-1H-imidazol-5-yl)pyridin-4-yl)amino)-4-((2,6,6-trimethyl-4,5,6,7-tetrahydrobenzofuran-7-yl)amino)cyclobut-3-ene-1,2-dione